((6-amino-5-methoxypyridin-2-yl)methyl)carboxamide NC1=C(C=CC(=N1)CC(=O)N)OC